OC1=C(C=CC(=C1)OCC(COCCCC)O)C1=NC(=NC(=N1)C1=C(C=C(C=C1)OCC(COCCCC)O)O)C1=C(C=C(C=C1)OCC(COCCCC)O)O 2,4,6-Tris[2-hydroxy-4-(3-butoxy-2-hydroxypropoxy)phenyl]-1,3,5-triazin